N-((3S,4R)-4-((6-(2,6-dichloro-3,5-dimethoxyphenyl)-8-(((tetrahydrofuran-2-yl)methyl)amino)pyrido[3,4-d]pyrimidin-2-yl)amino)-1-methylpyrrolidin-3-yl)acrylamide ClC1=C(C(=C(C=C1OC)OC)Cl)C1=CC2=C(N=C(N=C2)N[C@H]2[C@H](CN(C2)C)NC(C=C)=O)C(=N1)NCC1OCCC1